C1(CCC1)=CC1=CC2=CC=CC=C2C=C1 2-(cyclobutylidenemethyl)naphthalene